FC(C(=O)N1[C@H](CN(CC1)C1=NC(=NC=2CC3(CCC12)CCCC1=CC=CC=C13)OC[C@H]1N(CCC1)C)CC#N)=C 2-((2S)-1-(2-fluoroacryloyl)-4-(2'-(((S)-1-methylpyrrolidin-2-yl)methoxy)-3,4,5',8'-tetrahydro-2H,6'H-spiro[naphthalene-1,7'-quinazolin]-4'-yl)piperazin-2-yl)acetonitrile